CC1=C(C=CC(=C1)C)C1CCC=2C(NC=NC2C1)=O 7-(2,4-dimethylphenyl)-5,6,7,8-tetrahydroquinazolin-4(3H)-one